propyl-3-methylimidazole trifluoromethanesulfonate FC(S(=O)(=O)O)(F)F.C(CC)C1=NC=CN1C